BrC1=CC(=C(N)C=C1)C1=CC=NN1C1OCCCC1 4-bromo-2-(1-(tetrahydro-2H-pyran-2-yl)-1H-pyrazol-5-yl)aniline